methyl (2S,5S)-1-(p-nitrobenzenesulfonyl)-5-hydroxy-piperidine-2-carboxylate [N+](=O)([O-])C1=CC=C(C=C1)S(=O)(=O)N1[C@@H](CC[C@@H](C1)O)C(=O)OC